pyridylanthraceneethanol N1=C(C=CC=C1)C1=C(C2=CC3=CC=CC=C3C=C2C=C1)CCO